6-(2-(tert-butylamino)-2-oxoacetyl)-N-(4-fluoro-3-methylphenyl)-2-(methylsulfonyl)-1,2,3,4-tetrahydropyrrolo[1,2-a]pyrazine-8-carboxamide C(C)(C)(C)NC(C(=O)C1=CC(=C2N1CCN(C2)S(=O)(=O)C)C(=O)NC2=CC(=C(C=C2)F)C)=O